(2,2-Dimethyl-4-oxopentyl) 4-(hydroxymethylcarbamoyl)-2-methyl-6-[4-[(E)-3-phenylprop-2-enoyl]phenyl]octanoate OCNC(=O)C(CC(C(=O)OCC(CC(C)=O)(C)C)C)CC(CC)C1=CC=C(C=C1)C(\C=C\C1=CC=CC=C1)=O